ClC1=CC(=C(N=N1)C(=O)NC([2H])([2H])[2H])NC1=C(C(=CC=C1)C=1N=NC(=CC1)C(=C)OCC)OC 6-Chloro-4-((3-(6-(1-ethoxyvinyl)pyridazin-3-yl)-2-methoxyphenyl)amino)-N-(methyl-d3)pyridazine-3-carboxamide